1-(((4-((7'-((1R,3R)-3-hydroxycyclohexyl)-6'-oxo-6',7'-dihydrospiro[cyclopropane-1,5'-pyrrolo[2,3-d]pyrimidin]-2'-yl)amino)-1H-pyrazol-3-yl)oxy)methyl)cyclopropane-1-carbonitrile O[C@H]1C[C@@H](CCC1)N1C(C2(C3=C1N=C(N=C3)NC=3C(=NNC3)OCC3(CC3)C#N)CC2)=O